C1CCC12OCC(C2)CO (5-oxaspiro(3.4)octan-7-yl)methanol